FC=1C=C(C=C(C1O)F)[C@H](CN1C[C@@H]2[C@](C1)([C@H]([C@H](C2)OC2=C(C=CC=C2)F)O)O)O (3aS,4S,5S,6aR)-2-((R)-2-(3,5-difluoro-4-hydroxyphenyl)-2-hydroxyethyl)-5-(2-fluorophenoxy)hexahydrocyclopenta[c]pyrrole-3a,4(1H)-diol